C(C)C1=NN2C(N(C3=C(C2=O)CN(C3=O)C[C@H]3CN(CCO3)C(=O)OC(C)(C)C)CC(=O)NC3=NC=C(C=C3)F)=C1 tert-butyl (2S)-2-{[2-ethyl-4-{2-[(5-fluoropyridin-2-yl)amino]-2-oxoethyl}-5,8-dioxo-5,8-dihydro-4H-pyrazolo[1,5-a]pyrrolo[3,4-d]pyrimidin-6(7H)-yl]methyl}morpholine-4-carboxylate